C(C)(C)(C)OC(=O)N1CC=2C=CC(=NC2CC1)CONS(=O)(=O)CN 2-(((Aminomethylsulfonylamino)oxy)methyl)-7,8-dihydro-5H-1,6-naphthyridine-6-carboxylic acid tert-butyl ester